4-(4-hydroxy-5-methylthiazol-2-yl)benzoic acid methyl ester COC(C1=CC=C(C=C1)C=1SC(=C(N1)O)C)=O